OP(O)OP(O)O.C(C)(C)(C)C1=C(C=CC(=C1)C(C)(C)C)C1=CC(=CC=C1)C=1C=CC=CC1 (2,4-di-tert-butylphenyl)-3,3'-biphenyl diphosphite